6-[3-(5-Chloro-2-methoxypyridine-3-sulfonamido)-2,6-difluorophenyl]-N-cyclopentyl-7-fluoro-1H-indazole-3-carboxamide ClC=1C=C(C(=NC1)OC)S(=O)(=O)NC=1C(=C(C(=CC1)F)C1=CC=C2C(=NNC2=C1F)C(=O)NC1CCCC1)F